C1(CC1)C1=NC(=CC(=C1)C1=C(C=C(C#N)C=C1)C1=NN=CN1C)N1C(C2=CC(=CC=C2C1)[C@@H](C)NCC1CC1)=O (R)-4-(2-Cyclopropyl-6-(6-(1-((cyclopropylmethyl)amino)ethyl)-1-oxoisoindolin-2-yl)pyridin-4-yl)-3-(4-methyl-4H-1,2,4-triazol-3-yl)benzonitrile